BrC1=C(SC=2C1=NC(=CC2N(C(OC(C)(C)C)=O)CC=2SC=CC2)Cl)C2C(COCC2)O tert-butyl (3-bromo-5-chloro-2-(3-hydroxytetrahydro-2H-pyran-4-yl)thieno[3,2-b]pyridin-7-yl)(thiophen-2-ylmethyl)carbamate